CC1=NC=CC2=CC(=C(C=C12)C=1N=NC(=CC1)N(C1CC(NC(C1)(C)C)(C)C)C)O 1-methyl-7-(6-(methyl(2,2,6,6-tetramethylpiperidin-4-yl)amino)pyridazin-3-yl)isoquinolin-6-ol